2-(2,6-dioxopiperidin-3-yl)-4-((piperidin-4-yl-methyl)amino)isoindoline-1,3-dione O=C1NC(CCC1N1C(C2=CC=CC(=C2C1=O)NCC1CCNCC1)=O)=O